C(C)S(=O)(=O)NCC=1N=NN(C1)[C@H](C(=O)N1[C@@H](C[C@H](C1)O)C(=O)NC)C(C)(C)C (2S,4r)-1-[(2S)-2-[4-[(ethylsulfonylamino)methyl]triazol-1-yl]-3,3-dimethyl-butyryl]-4-hydroxy-N-methyl-pyrrolidine-2-carboxamide